N[C@@H]1C[C@H](N(C1)C(=O)C=1N=C2N(C=C(C=C2)Cl)C1)C=1SC=C(N1)C(=O)NCC=1C(=NC(=CC1C)N)C 2-((2S,4R)-4-amino-1-(6-chloroimidazo[1,2-a]pyridine-2-carbonyl)pyrrolidin-2-yl)-N-((6-amino-2,4-dimethylpyridin-3-yl)methyl)thiazole-4-carboxamide